ClC1=CC(=NC=C1F)NC1=NN(C2=C1C=NC(=C2)C(=O)N2CCOCCC2)CC(F)(F)F [3-[(4-chloro-5-fluoro-2-pyridyl)amino]-1-(2,2,2-trifluoroethyl)pyrazolo[4,3-c]pyridin-6-yl]-(1,4-oxazepan-4-yl)methanone